6-[5-[1-[[6-bromo-8-(trifluoromethyl)quinazolin-4-yl]amino]ethyl]-1,2,4-triazol-1-yl]pyridine-3-carbonitrile BrC=1C=C2C(=NC=NC2=C(C1)C(F)(F)F)NC(C)C1=NC=NN1C1=CC=C(C=N1)C#N